(2R,4R)-1-(3-chloro-2-fluorobenzyl)-2-methyl-4-((6-((5-methyl-1H-pyrazol-3-yl)amino)-3-(tri-fluoromethyl)pyrazin-2-yl)methyl)-piperidine-4-carboxylic acid ClC=1C(=C(CN2[C@@H](C[C@@](CC2)(C(=O)O)CC2=NC(=CN=C2C(F)(F)F)NC2=NNC(=C2)C)C)C=CC1)F